2-methoxy-N-((1-(tetrahydro-2H-pyran-2-yl)-4,6-dihydro-1H-furo[3,4-c]pyrazol-3-yl)methyl)pyridin-4-amine COC1=NC=CC(=C1)NCC=1C2=C(N(N1)C1OCCCC1)COC2